3-tert-Butoxy-azetidine-1-carboxylic acid ((S)-6-{2-[5-methyl-1-(tetrahydro-pyran-4-yl)-1H-pyrazol-4-yl]-3H-imidazo[4,5-b]pyridin-7-yl}-1,2,3,4-tetrahydro-naphthalen-1-yl)-amide CC1=C(C=NN1C1CCOCC1)C1=NC=2C(=NC=CC2C=2C=C3CCC[C@@H](C3=CC2)NC(=O)N2CC(C2)OC(C)(C)C)N1